N-((1-(4-(trifluoromethyl)phenyl)-1H-pyrazolo[4,3-c]pyridin-3-yl)methyl)acrylamide FC(C1=CC=C(C=C1)N1N=C(C=2C=NC=CC21)CNC(C=C)=O)(F)F